C(=C)N1CSC=C1 N-vinyl-Thiazole